NC1C2=CC=CC(N2CC12CCN(CC2)C2=NC(=C(N=C2)SC2=C(C(=NC=C2)N)Cl)N)=O 1-amino-1'-(6-amino-5-((2-amino-3-chloropyridin-4-yl)thio)pyrazin-2-yl)-3H-spiro[indolizine-2,4'-piperidin]-5(1H)-one